(R)-2-(1-(6-(5-(hydroxymethyl)-1-methyl-1H-1,2,3-triazol-4-yl)-2-(trifluoromethyl)pyridin-3-yl)piperidin-3-yl)acetic acid ethyl ester C(C)OC(C[C@@H]1CN(CCC1)C=1C(=NC(=CC1)C=1N=NN(C1CO)C)C(F)(F)F)=O